(2R)-2-{5-[1-Cyclopropyl-3-(trifluoromethyl)-1H-pyrazol-5-yl]-1,2,4-oxadiazol-3-yl}-1,1-difluoro-6-azaspiro[2.5]octan-6-sulfonamid C1(CC1)N1N=C(C=C1C1=NC(=NO1)[C@@H]1C(C12CCN(CC2)S(=O)(=O)N)(F)F)C(F)(F)F